(S)-tert-butyl (1-(3-(3-carbamoyl-4-fluorophenyl)pyridin-2-yl)-2-(3-fluorophenyl)ethyl)carbamate C(N)(=O)C=1C=C(C=CC1F)C=1C(=NC=CC1)[C@H](CC1=CC(=CC=C1)F)NC(OC(C)(C)C)=O